1-{3-[3-methyl-1-(oxan-2-yl)-1H-pyrazol-5-yl]-5-[(3R)-3-methylmorpholin-4-yl]-[1,2]thiazolo[4,5-b]pyridin-7-yl}cyclopentane-1-carbonitrile CC1=NN(C(=C1)C1=NSC=2C1=NC(=CC2C2(CCCC2)C#N)N2[C@@H](COCC2)C)C2OCCCC2